3,5-bis(1,1-dimethyl-ethyl)-4-hydroxyphenylpropionate CC(C)(C)C=1C=C(C=C(C1O)C(C)(C)C)OC(CC)=O